FC=1C(=NC(=NC1)N1CC(NCC1)C)NC=1C=C2C=NNC2=CC1 N-(5-fluoro-2-(3-methylpiperazin-1-yl)pyrimidin-4-yl)-1H-indazol-5-amine